N1N=CC2=CC(=CC=C12)C1=CC=C2C(=N1)SC(=C2)C(O)C2CCOCC2 (6-(1H-indazol-5-yl)thieno[2,3-b]pyridin-2-yl)(tetrahydro-2H-pyran-4-yl)methanol